BrC1=C2C(N(C(C2=CC=C1)=O)CC1=CC2=C(NC(O2)=O)C=C1)C 6-((4-bromo-3-methyl-1-oxoisoindolin-2-yl)methyl)benzo[d]oxazol-2(3H)-one